di-iso-propylaminotrimethylsilane C(C)(C)N(C(C)C)[Si](C)(C)C